N-{3-[({2-[(3-cyanophenyl)amino]-5-(trifluoromethyl)pyrimidin-4-yl}amino)methyl]pyridin-2-yl}-N-methylmethanesulfonamide C(#N)C=1C=C(C=CC1)NC1=NC=C(C(=N1)NCC=1C(=NC=CC1)N(S(=O)(=O)C)C)C(F)(F)F